ClC1=CC2=C(N(C(C(N=C2C2=CC=CC=C2)C2CCOCC2)=O)CCC(=O)O)C=C1 3-(7-chloro-2-oxo-5-phenyl-3-(tetrahydro-2H-pyran-4-yl)-2,3-dihydro-1H-benzo[e][1,4]diazepin-1-yl)propionic acid